4-(5-(3,5-dichlorophenyl)-5-(trifluoromethyl)-4,5-dihydroisoxazol-3-yl)-N-(5-isopropyl-1-methyl-1H-1,2,4-triazol-3-yl)-2-methylbenzamide ClC=1C=C(C=C(C1)Cl)C1(CC(=NO1)C1=CC(=C(C(=O)NC2=NN(C(=N2)C(C)C)C)C=C1)C)C(F)(F)F